methyl 4-(4-(trifluoromethoxy) phenyl)-1H-benzo[d]imidazole-6-carboxylate FC(OC1=CC=C(C=C1)C1=CC(=CC=2NC=NC21)C(=O)OC)(F)F